3,4-Dichlorophenyl 2,4-di-O-acetyl-3-deoxy-3-[4-(3,4,5-trifluorophenyl)-1,3,4-oxadiazol-2-yl]-1-thio-D-galactopyranoside C(C)(=O)O[C@H]1C(SC2=CC(=C(C=C2)Cl)Cl)O[C@@H]([C@@H]([C@@H]1C=1OCN(N1)C1=CC(=C(C(=C1)F)F)F)OC(C)=O)CO